(3-fluoro-5-methoxy-pyridin-2-yl)methanol FC=1C(=NC=C(C1)OC)CO